C(C)(C)(C)OC(=O)N1CC=C(CC1)B1OC(C(O1)(C)C)(C)C.C(C)NCC(=O)NC1=CC=C(C=C1)C#CC#CC1=CC=CC=C1 2-(ethylamino)-N-[4-(4-phenylbuta-1,3-diynyl)phenyl]acetamide tert-butyl-4-(4,4,5,5-tetramethyl-1,3,2-dioxaborolan-2-yl)-5,6-dihydropyridine-1(2H)-carboxylate